C(C1=CC=CC=C1)OC(=O)N1C[C@@H](NCC1)COCC1=C(C=CC(=C1)C(=O)OC)Br |r| (±)-3-(((2-bromo-5-(methoxycarbonyl)benzyl)oxy)methyl)piperazine-1-carboxylic acid benzyl ester